C(C)(=O)OCC[N+](C)(C)C.[Sn+4] tin acetylcholine